[Li].C(C)C1=NC=CC(=C1)C1=CC(=NN1)C1CCNCC1 ethyl-4-(3-(piperidin-4-yl)-1H-pyrazol-5-yl)pyridin lithium